1-(4-((2-(5-((2,4-dimethoxybenzyl)amino)-9-fluoro-8-methoxy-[1,2,4]triazolo[1,5-c]quinazolin-2-yl)ethyl)amino)-1H-pyrazol-1-yl)-2-methylpropan-2-ol COC1=C(CNC2=NC=3C=C(C(=CC3C=3N2N=C(N3)CCNC=3C=NN(C3)CC(C)(O)C)F)OC)C=CC(=C1)OC